1-(2-((S)-3-cyclopropyl-5-isopropyl-2,4-dioxoimidazolidin-1-yl)-5,6-dihydrobenzo[f]imidazo[1,2-d][1,4]oxazepin-9-yl)pyrrolidine-2-carboxamide C1(CC1)N1C(N([C@H](C1=O)C(C)C)C=1N=C2N(CCOC3=C2C=CC(=C3)N3C(CCC3)C(=O)N)C1)=O